C(=C)C1=C(C(=CC=C1)C(C)C)OP(=O)(OC1=C(C=CC=C1C(C)C)C=C)OC1=C(C=CC=C1C(C)C)C=C Tris(2-vinyl-6-isopropylphenyl)phosphate